COC(C1=C(C(=CC=C1C)I)O)=O 2-hydroxy-3-iodo-6-methylbenzoic acid methyl ester